tert-butyl (2R,6S)-4-{5-carbamoyl-7-[6-(methoxymethoxy)-2,7-dimethylindazol-5-yl]-1,8-naphthyridin-3-yl}-2,6-dimethylpiperazine-1-carboxylate C(N)(=O)C1=C2C=C(C=NC2=NC(=C1)C1=CC2=CN(N=C2C(=C1OCOC)C)C)N1C[C@H](N([C@H](C1)C)C(=O)OC(C)(C)C)C